[K+].S(=O)(=O)([O-])[O-].[K+] sulphate potassium salt